1,2,3,4-tetrahydroquinolin-4-ol N1CCC(C2=CC=CC=C12)O